FC1=C2C=C(NC2=CC=C1OC1=CC=NC2=CC(=C(C=C12)OC)OC[C@@H]1C[C@H](C1)N(C)C)C trans-3-(((4-((4-fluoro-2-methyl-1H-indol-5-yl)oxy)-6-methoxyquinolin-7-yl)oxy)methyl)-N,N-dimethylcyclobutylamine